BrC1=CC=2C3=C(C=NC2C=C1F)N(C(C31CC(C1)C1=CC(=NC=C1)OC)=O)C cis-8'-Bromo-7'-fluoro-3-(2-methoxypyridin-4-yl)-3'-methylspiro[cyclobutane-1,1'-pyrrolo[2,3-c]quinolin]-2'(3'H)-one